C1(=CC=CC=C1)N1NC(C=2C(C(C3=C(C12)C=CC=C3)=O)=O)=O 1-Phenyl-1H-benzo[g]indazole-3,4,5(2H)-trione